C(C)N([Si]1(O[SiH](O[Si](O[SiH](O1)C)(C)N(CC)CC)C)C)CC 2,6-bis(diethylamino)-2,4,6,8-tetramethylcyclotetrasiloxane